N,N-bis(carboxymethyl)-L-Glutamic acid C(=O)(O)CN([C@@H](CCC(=O)O)C(=O)O)CC(=O)O